C[C@]1(C[C@]2(CN(C(O2)=O)C2=CC(=NO2)CC(C)C)CCC1)CN1C=NC2=C1C=C(C=C2)C#N 1-({(5S,7S)-7-methyl-3-[3-(2-methylpropyl)-5-isoxazolyl]-2-oxo-1-oxa-3-azaspiro[4.5]dec-7-yl}methyl)-1H-benzimidazole-6-carbonitrile